O1[C@@H](CCC1)C(=O)N1CCCC1 (2S)-1-[(2S)-tetra-hydro-furan-2-ylcarbonyl]pyrrolidin